ClC(C(=O)OC(C(=C)Cl)=O)=C 2-chloroacrylic anhydride